C(C(=C)C)(=O)OC(C(C)C)(C(C)C)C 2,3,4-trimethyl-3-pentyl methacrylate